[PH4+].COC=1C(=C(C(C2=CC=CC=C2)(C2=CC=CC=C2)Br)C=C(C1OC)OC)C1=CC=CC=C1 3,4,5-trimethoxy-triphenyl-benzyl bromide phosphonium salt